C1(=CC=CC=C1)[S+](C1=CC=CC=C1)C1=CC=CC=C1.FC(S(=O)(=O)[O-])F difluoromethanesulphonic acid-triphenylsulfonium salt